methyl (2S,6R)-4-[(2-fluoro-3-{[(6-methyl(3-pyridyl))amino]carbonyl amino}phenyl)methyl]-2,6-dimethylpiperazinecarboxylate FC1=C(C=CC=C1NC(=O)NC=1C=NC(=CC1)C)CN1C[C@@H](N([C@@H](C1)C)C(=O)OC)C